CN(C1CCC(CC1)NC1=NC=C2C(=N1)N(C(N(C2)C2=CC(=C(C=C2)NS(=O)(=O)CC=2C=NC=CC2)F)=O)C(C)C)C N-(4-(7-(((1r,4r)-4-(dimethylamino)cyclohexyl)amino)-1-isopropyl-2-oxo-1,4-dihydropyrimido[4,5-d]pyrimidin-3(2H)-yl)-2-fluorophenyl)-1-(pyridin-3-yl)methanesulfonamide